2-chloro-6-methoxy-4-(4,4,5,5-tetramethyl-1,3,2-dioxaborolan-2-yl)aniline ClC1=C(N)C(=CC(=C1)B1OC(C(O1)(C)C)(C)C)OC